tert-butyl (1R,5S)-3-[methyl[8-(1-[[2-(trimethylsilyl) ethoxy]methyl]pyrazol-4-yl)-6H-isochromeno[3,4-b]pyridin-3-yl]amino]-8-azabicyclo[3.2.1]octane-8-carboxylate CN(C1C[C@H]2CC[C@@H](C1)N2C(=O)OC(C)(C)C)C2=CC=C1C(=N2)OCC=2C=C(C=CC21)C=2C=NN(C2)COCC[Si](C)(C)C